1-[6-[5-[[6-[(3-Methoxyazetidin-1-yl)methyl]pyridazin-3-yl]amino]benzimidazol-1-yl]-3-tetrahydrofuran-2-yl-2-pyridyl]-5-methyl-pyrazole-3-carbonitrile COC1CN(C1)CC1=CC=C(N=N1)NC1=CC2=C(N(C=N2)C2=CC=C(C(=N2)N2N=C(C=C2C)C#N)C2OCCC2)C=C1